4-methyldeoxycytidine CC1(NC(N([C@H]2C[C@H](O)[C@@H](CO)O2)C=C1)=O)N